[(3S,4R)-1-((1R,3S)-3-isopropyl-2-oxo-3-{[6-(trifluoromethyl)-2H-1,3-benz-oxazin-3(4H)-yl]methyl}cyclopentyl)-3-methylpiperidin-4-yl]benzoic acid C(C)(C)[C@]1(C([C@@H](CC1)N1C[C@H]([C@@H](CC1)C1=C(C(=O)O)C=CC=C1)C)=O)CN1COC2=C(C1)C=C(C=C2)C(F)(F)F